(1R,2S,3R,4R,Z)-N-(4-fluoro-3-(trifluoromethyl)phenyl)-3-(2-hydroxy-2-(3-phenoxyphenyl)acetamido)-7-(2,2,2-trifluoroethylidene)bicyclo[2.2.1]heptane-2-carboxamide FC1=C(C=C(C=C1)NC(=O)[C@H]1[C@H]/2CC[C@@H]([C@H]1NC(C(C1=CC(=CC=C1)OC1=CC=CC=C1)O)=O)\C2=C/C(F)(F)F)C(F)(F)F